tert-Butyl N-methyl-N-[2-[(methylsulfanylcarbonimidoyl)amino]-5-(trifluoromethyl)-3-pyridyl]carbamate CN(C(OC(C)(C)C)=O)C=1C(=NC=C(C1)C(F)(F)F)NC(=N)SC